(S)-N-(2-methoxy-5-(3-(methylcarbamoyl)-1H-indazol-6-yl)pyridin-3-yl)-3-phenylisoxazolidin-2-carboxamide COC1=NC=C(C=C1NC(=O)N1OCC[C@H]1C1=CC=CC=C1)C1=CC=C2C(=NNC2=C1)C(NC)=O